ClC1=CC=CC(=N1)C1=NC(=NC(=N1)NC=1C=NC(=CC1)F)NC(C)C 6-(6-chloropyridin-2-yl)-N2-(6-fluoropyridin-3-yl)-N4-isopropyl-1,3,5-triazine-2,4-diamine